N1-[(2,4-dimethoxyphenyl)methyl]-N6-[[2-(5,6,7,8-tetrahydroimidazo[1,2-a]pyridin-7-ylmethoxy)-4-pyridyl]methyl]-2,7-naphthyridine-1,6-diamine COC1=C(C=CC(=C1)OC)CNC1=NC=CC2=CC(=NC=C12)NCC1=CC(=NC=C1)OCC1CC=2N(CC1)C=CN2